(E)-7-(diethylamino)-2-(2-(pyridin-4-yl)vinyl)-3H-phenoxazin-3-one C(C)N(C=1C=C2OC3=CC(C(=CC3=NC2=CC1)\C=C\C1=CC=NC=C1)=O)CC